C(C)NCCCOC(C=C)=O acrylic acid monoethylaminopropyl ester